2,7-dibromospiro[fluorene-9,4-piperidine] BrC1=CC2=C(C=C1)C1=CC=C(C=C1C21CCNCC1)Br